COC(C(C)C1=CC=C(C=C1)OC(C(C)C)=O)=O 4-isobutyryloxyphenyl-propionic acid methyl ester